C(C1CO1)OCCC[Si](OC)(OC)C glycidyl-oxypropyl-methyldimethoxysilane